C(C)(C)(CC)C1=CC=C(C=C1)Br 4-tertiary amyl-bromobenzene